tert-butyl 3-(((benzyloxy) carbonyl) amino)-3-methylpyrrolidine-1-carboxylate C(C1=CC=CC=C1)OC(=O)NC1(CN(CC1)C(=O)OC(C)(C)C)C